methylenebisnaphthalene sodium [Na].C(C1=CC=CC2=CC=CC=C12)C1=CC=CC2=CC=CC=C12